NC1=CC(=NC=C1)N(C(C)=O)C1=CC(=C(C=C1)OC)F N-(4-aminopyridin-2-yl)-N-(3-fluoro-4-methoxyphenyl)acetamide